C=1C(C=C2C=CC=CC12)=O 2-indenone